trans-4-(2-Amino-2-methylpropanoyl)-N-(1-(4-((4-amino-3-fluoropiperidin-1-yl)methyl)phenyl)-2-oxo-1,2-dihydropyrimidin-4-yl)piperazine-1-carboxamide hydrochloride salt Cl.NC(C(=O)N1CCN(CC1)C(=O)NC1=NC(N(C=C1)C1=CC=C(C=C1)CN1C[C@H]([C@@H](CC1)N)F)=O)(C)C